methyl 4-n-butoxy-3,5-dimethoxybenzoate C(CCC)OC1=C(C=C(C(=O)OC)C=C1OC)OC